N-[Trans-(7RS,9RS)-3-cyclopropyl-5-(2-methylpropylsulfamoyl)-9-(propylamino)-8,9-dihydro-7H-cyclopenta[h]isochinolin-7-yl]pyridin-3-carboxamid C1(CC1)C=1N=CC2=C3C(=CC(=C2C1)S(NCC(C)C)(=O)=O)[C@@H](C[C@H]3NCCC)NC(=O)C=3C=NC=CC3 |r|